(2S,4S)-4-(7-bromo-6-fluoro-8-iodo-4-(methylsulfanyl)-1H-pyrazolo[4,3-c]quinolin-1-yl)-2-(cyanomethyl)piperidine-1-carboxylic acid tert-butyl ester C(C)(C)(C)OC(=O)N1[C@@H](C[C@H](CC1)N1N=CC=2C(=NC=3C(=C(C(=CC3C21)I)Br)F)SC)CC#N